CC1(CC1)C1=CC(=NO1)C(=O)O 5-(1-methylcyclopropyl)isoxazole-3-carboxylic acid